N1CC(C1)NCCCC 4-(azetidin-3-ylamino)butan